NC1=C2C(=NC=N1)N(N=C2C#CC2=CC1=C(N(C(=N1)C)C)C=C2)[C@H]2C[C@@H](N(C2)C(=O)OC(C)(C)C)COC (2R,4S)-tert-butyl 4-(4-amino-3-((1,2-dimethyl-1H-benzo[d]imidazol-5-yl)ethynyl)-1H-pyrazolo[3,4-d]pyrimidin-1-yl)-2-(methoxymethyl)pyrrolidine-1-carboxylate